7-[(1R,3S,4R)-3-[(tert-butyldimethylsilyl)oxy]-4-ethynylcyclopentyl]-N-[(2,4-dimethoxyphenyl)methyl]-5-(1-methyl-1H-pyrazol-3-yl)-7H-pyrrolo[2,3-d]pyrimidin-4-amine [Si](C)(C)(C(C)(C)C)O[C@H]1C[C@@H](C[C@@H]1C#C)N1C=C(C2=C1N=CN=C2NCC2=C(C=C(C=C2)OC)OC)C2=NN(C=C2)C